5-((4-(2-Aminocyclopropyl)-3-((methylsulfonyl)methyl)phenyl)amino)-7-(cyclopropylamino)pyrazolo[1,5-a]pyrimidin NC1C(C1)C1=C(C=C(C=C1)NC1=NC=2N(C(=C1)NC1CC1)N=CC2)CS(=O)(=O)C